C(C)(C)(C)C1=CC=C(C=2C(N=C3N(C12)C1=CC(=CC=C1C31CCCCC1)C1CC(CC1)CO)=O)Cl tert-butyl-4'-chloro-10'-(3-(hydroxymethyl)cyclopentyl)-5'H-spiro[cyclohexane-1,7'-indolo[1,2-a]quinazolin]-5'-one